(S)-9-(3-Ethyl-2-oxo-pentyl)-3-fluoro-2-((R)-3-methylmorpholin-4-yl)-8-trifluoromethyl-6,7,8,9-tetrahydro-pyrimido[1,2-a]-pyrimidin-4-one C(C)C(C(CN1[C@@H](CCN2C1=NC(=C(C2=O)F)N2[C@@H](COCC2)C)C(F)(F)F)=O)CC